FC(C(=O)OCC)C ethyl fluoro-propionate